NC1=C(C(=O)[O-])C=CC(=N1)Cl 2-amino-6-chloronicotinate